2-[3,5-difluoro-N-(oxetane-3-carbonyl)anilino]-5-methyl-N-[(3S)-spiro[3.3]heptan-3-yl]-thiazole-4-carboxamide FC=1C=C(N(C(=O)C2COC2)C=2SC(=C(N2)C(=O)N[C@H]2CCC23CCC3)C)C=C(C1)F